C(CCCCCCCCCCCC)C1CCCC1 n-tridecyl-cyclopentane